NC1=C2N=CN(C2=NC(=N1)F)[C@H]1[C@H]([C@H]([C@H](O1)CO)O)F (2R,3S,4S,5R)-5-(6-Amino-2-fluoro-9H-purin-9-yl)-4-fluoro-2-(hydroxymethyl)tetrahydrofuran-3-ol